Ethyl (E)-3-(6-chloro-5-(2'-hydroxy-[1,1'-biphenyl]-4-yl)-1H-pyrazolo[4,3-b]pyridin-3-yl)acrylate ClC=1C=C2C(=NC1C1=CC=C(C=C1)C1=C(C=CC=C1)O)C(=NN2)/C=C/C(=O)OCC